C1(CC1)C1=NC(=NO1)CN1N=C2C3=C(CCC2=C1)OC(=C3C)C(=O)NC[C@H]3OCCOC3 2-[(5-Cyclopropyl-1,2,4-oxadiazol-3-yl)methyl]-N-[(2R)-1,4-dioxan-2-ylmethyl]-8-methyl-4,5-dihydro-2H-furo[2,3-g]indazol-7-carboxamid